tert-Butyl 2-((4-(4-bromo-6-chloro-1-(tetrahydro-2H-pyran-2-yl)-1H-indazol-5-yl)-2-oxobutyl)carbamoyl)-2-hydroxy-6-azaspiro[3.5]nonane-6-carboxylate BrC1=C2C=NN(C2=CC(=C1CCC(CNC(=O)C1(CC2(C1)CN(CCC2)C(=O)OC(C)(C)C)O)=O)Cl)C2OCCCC2